(difluoromethoxy)-N-[[4-[5-(trifluoromethyl)-1,2,4-oxadiazol-3-yl]phenyl]methyl]acetamide FC(OCC(=O)NCC1=CC=C(C=C1)C1=NOC(=N1)C(F)(F)F)F